(S) or (R)-2-[[1-[3-[(2,2-difluoro-1,3-benzodioxol-5-yl)-methylcarbamoyl]phenyl]-3-(trifluoromethyl)-4,5,6,7-tetrahydroindazol-7-yl]oxy]pyridine-4-carboxylic acid FC1(OC2=C(O1)C=CC(=C2)N(C(=O)C=2C=C(C=CC2)N2N=C(C=1CCC[C@@H](C21)OC2=NC=CC(=C2)C(=O)O)C(F)(F)F)C)F |o1:26|